ClC=1C=C2C(=C(C(N(C2=CC1OC1COCC1)C)=O)C(=O)N)N1CCC(CC1)C=1OC2=C(N1)C=C(C=C2)C 6-chloro-1-methyl-4-[4-(5-methyl-1,3-benzoxazol-2-yl)piperidin-1-yl]-2-oxo-7-[(oxolan-3-yl)oxy]-1,2-dihydroquinoline-3-carboxamide